N1N=CC=C1C1CN(CC1)C(=O)N1CC(C1)C1=CC=C(C=C1)Br (3-(1H-pyrazol-5-yl)pyrrolidin-1-yl)(3-(4-bromophenyl)azetidin-1-yl)methanone